[Cl-].C[N+](CCC[Si](OCC)(OCC)OCC)(CCCCCCCCCCCCC)C dimethyltridecyl-[3-(triethoxysilyl)propyl]ammonium chloride